N-(4-(3,6-diazabicyclo[3.2.1]octan-3-yl)-2-fluorophenyl)-7-methoxy-2-methylimidazo[1,2-a]pyridine-6-carboxamide C12CN(CC(NC1)C2)C2=CC(=C(C=C2)NC(=O)C=2C(=CC=1N(C2)C=C(N1)C)OC)F